C(CCC)OC(C1CCC2(CN(C2)C2=CC=C(C=C2)[C@H]2CN(CCC2)C(=O)OCC2=CC=CC=C2)CC1)OCCCC Benzyl (3S)-3-{4-[7-(dibutoxymethyl)-2-azaspiro[3.5]nonan-2-yl]phenyl}piperidine-1-carboxylate